(2-(3,4-Dimethoxyphenyl)-1-methyl-1H-pyrrolo[3,2-c]pyridin-6-yl)-3,6-dihydropyridine-1(2H)-carboxylic acid benzyl ester C(C1=CC=CC=C1)OC(=O)N1C(CC=CC1)C1=CC2=C(C=N1)C=C(N2C)C2=CC(=C(C=C2)OC)OC